Sodium N-(3-fluoro-2-methylphenyl)sulfamate FC=1C(=C(C=CC1)NS([O-])(=O)=O)C.[Na+]